methyl (R)-6-(4-(3-(4-chloro-3-fluorophenyl)-1-((tetrahydrofuran-2-yl)methyl)-1H-pyrrolo[2,3-b]pyridine-6-carbonyl)-3,3-dimethylpiperazin-1-yl)-2,4-dimethylnicotinate ClC1=C(C=C(C=C1)C1=CN(C2=NC(=CC=C21)C(=O)N2C(CN(CC2)C2=NC(=C(C(=O)OC)C(=C2)C)C)(C)C)C[C@@H]2OCCC2)F